BrCC=1C=C(C(=NC1)OCC1=NC=C(C=C1)OC)OC 5-(bromomethyl)-3-methoxy-2-[(5-methoxy-2-pyridinyl)methoxy]pyridine